ClC1=C(C=C(C(=C1F)Cl)F)F 2,4-dichloro-1,3,5-trifluorobenzene